2-(4-(((6-(cyclopropyl(4-(trifluoromethyl)benzyl)amino)-5-fluoropyrimidin-4-yl)amino)methyl)-4-(1H-imidazol-2-yl)piperidin-1-yl)acetamide C1(CC1)N(C1=C(C(=NC=N1)NCC1(CCN(CC1)CC(=O)N)C=1NC=CN1)F)CC1=CC=C(C=C1)C(F)(F)F